C(C)C1=NC=C(C(=C1)C1=C(C=NC(=C1)C)C(=O)NC=1SC(=NN1)OCC1=NC=C(C=C1)C(C)(C)O)OC 2'-ethyl-N-(5-((5-(2-hydroxy-prop-2-yl)pyridin-2-yl)methoxy)-1,3,4-thiadiazol-2-yl)-5'-methoxy-6-methyl-[4,4'-bipyridine]-3-carboxamide